N1N=CC(=C1)C1=NC2=CC=C3C(=C2C=2CCC(CC12)O)C=NN3 7-(1H-pyrazol-4-yl)-8,9,10,11-tetrahydro-3H-pyrazolo[4,3-a]phenanthridin-9-ol